C(C=C)(=O)[O-].[Nd+3].C(C=C)(=O)[O-].C(C=C)(=O)[O-] Neodymium acrylate